3-(4-methoxyphenyl)propanal COC1=CC=C(C=C1)CCC=O